Cl.NC1(CCC1)C(=O)N1CCN(CC1)C(=O)NC1=NC(N(C=C1)C1=CC=C(C=C1)CN(CC)[C@@H]1CC[C@H](CC1)N)=O 4-(1-Aminocyclobutane-1-carbonyl)-N-(1-(4-(((trans-4-aminocyclohexyl)(ethyl)amino)methyl)phenyl)-2-oxo-1,2-dihydropyrimidin-4-yl)piperazine-1-carboxamide hydrochloride salt